3-bromo-7-chloro-1-methyl-1H-pyrrolo[3,2-b]pyridine BrC1=CN(C=2C1=NC=CC2Cl)C